(3S)-5,7-dioxoindolizine-3-carboxylic acid methyl ester COC(=O)[C@@H]1C=CC2=CC(CC(N12)=O)=O